5-bromo-N,N-bis(4'-bromophenyl)-2-pyridineamine BrC=1C=CC(=NC1)N(C1=CC=C(C=C1)Br)C1=CC=C(C=C1)Br